ClC1=CC=C(C=C1)C=1C=C(C=CC1)[C@@H]1OCC[C@H](NC1=O)CNC(=O)C1=NC=CC=N1 N-[[(2S,5S)-2-[3-(4-chlorophenyl)phenyl]-3-oxo-1,4-oxazepan-5-yl]methyl]pyrimidine-2-carboxamide